N2-tert-butyl-6-chloro-7-phenyl-3,4-dihydropyrrolo[1,2-a]pyrazine-2,8(1H)-dicarboxamide C(C)(C)(C)NC(=O)N1CC=2N(CC1)C(=C(C2C(=O)N)C2=CC=CC=C2)Cl